(S)-4-phenyl-3-acetyl-2-oxazolidinone C1(=CC=CC=C1)[C@@H]1N(C(OC1)=O)C(C)=O